N(=[N+]=[N-])C1(CN(CC1)CC1=CC=CC=C1)C1=CC(=C(C=C1)Cl)Cl 3-azido-1-benzyl-3-(3,4-dichlorophenyl)pyrrolidine